C[C@H]1CN(CCN1C)CC1=C(C=C(N)C=C1)C (S)-4-((3,4-dimethylpiperazin-1-yl)methyl)-3-methylaniline